crotonoic acid C(\C=C\C)(=O)O